3-((7-(2-carbamoyl-4-cyanophenyl)-3-(N-cyclopropylaminosulfonyl)-5-fluoroquinolin-4-yl)amino)-5-(3,5-difluorophenoxy)benzoic acid C(N)(=O)C1=C(C=CC(=C1)C#N)C1=CC(=C2C(=C(C=NC2=C1)S(=O)(=O)NC1CC1)NC=1C=C(C(=O)O)C=C(C1)OC1=CC(=CC(=C1)F)F)F